methylenepiperidine chloride [Cl-].C=C1NCCCC1